N1CC(C1)OCC1CC(C1)=O 3-((azetidin-3-yloxy)methyl)cyclobutan-1-one